FC=1C=C(COC=2C=C3N(C(N2)=O)C[C@H]2N3COC2)C=CC1 (R)-6-((3-fluorobenzyl)oxy)-10,10a-dihydro-1H-oxazolo[3',4':3,4]imidazo[1,2-c]pyrimidin-8(3H)-one